CN(C1=CC=C2C=CC(=CC2=C1)/C=C/C=O)C (E)-3-(7-(dimethylamino)naphthalene-2-yl)acrolein